BrC1=CC=C(S1)CN(C)C(C(=O)N)C (((5-bromothiophen-2-yl)methyl)(methyl)amino)propanamide